ClC1=CC2=C(C=N1)C(=NN2C2=NC(=CC(=C2)N2CCCCC2)C2(COCC2)OC)C 6-Chloro-1-(6-(3-methoxytetrahydrofuran-3-yl)-4-(piperidin-1-yl)pyridin-2-yl)-3-methyl-1H-pyrazolo[4,3-c]pyridine